Cl.C(C)OCC1(CCN(CC1)CC1CCC(CC1)NC(C)=O)CCC1=CC=CC=C1 N-(4-((4-(ethoxymethyl)-4-phenethylpiperidin-1-yl)methyl)cyclohexyl)acetamide HCl salt